N1=CC(=CC=C1)OC1=C(CN2CCCC23CCN(CC3)C(=O)OC(C(F)(F)F)C(F)(F)F)C=CC(=C1)C(F)(F)F 1,1,1,3,3,3-Hexafluoropropan-2-yl 1-(2-(pyridin-3-yloxy)-4-(trifluoromethyl) benzyl)-1,8-diazaspiro[4.5]decane-8-carboxylate